C(C)(=O)N1CCN(CC1)C1=CC=C(C=C1)NC1=NC=C(C(=N1)NC=1C=C(C=CC1)C)C(=O)N 2-(4-(4-acetylpiperazin-1-yl)phenylamino)-4-(m-tolylamino)pyrimidine-5-carboxamide